4-[(1s,4r,5r)-5-{[5-cyclopropyl-3-(2,6-dichlorophenyl)-1,2-oxazol-4-yl]methoxy}-3-oxo-2-azabicyclo[2.2.1]heptan-2-yl]-N-[(2,2-dimethyloxaN-4-yl)sulfonyl]-2-fluorobenzamide C1(CC1)C1=C(C(=NO1)C1=C(C=CC=C1Cl)Cl)CO[C@H]1[C@@H]2C(N([C@H](C1)C2)C2=CC(=C(C(=O)NS(=O)(=O)C1CC(OCC1)(C)C)C=C2)F)=O